OC=1C=C(C=CC1)C1=NC=2C(=C3C(=NC2)NC=C3)N1[C@@H]1CC[C@H](CC1)C#N trans-4-(2-(3-hydroxyphenyl)imidazo[4,5-d]Pyrrolo[2,3-b]Pyridin-1(6H)-yl)cyclohexanecarbonitrile